BrCC1C(CCCC1)CBr 1,2-dibromomethylcyclohexane